Diisopentyl 7,7'-((3-((2-(4-(2-((5-(bis(2-hydroxy-7-isopropoxy-7-oxoheptyl)amino)-pentanoyl)oxy)ethyl)piperazin-1-yl)ethyl)disulfaneyl)propyl)azanediyl)bis(6-hydroxyheptanoate) OC(CN(CCCCC(=O)OCCN1CCN(CC1)CCSSCCCN(CC(CCCCC(=O)OCCC(C)C)O)CC(CCCCC(=O)OCCC(C)C)O)CC(CCCCC(OC(C)C)=O)O)CCCCC(=O)OC(C)C